(6-(3-cyclopropyl-1H-1,2,4-triazol-1-yl)-2-azaspiro[3.3]heptan-2-yl)(6-(4-(trifluoromethyl)phenoxy)-2-azaspiro[3.3]heptan-2-yl)methanone C1(CC1)C1=NN(C=N1)C1CC2(CN(C2)C(=O)N2CC3(C2)CC(C3)OC3=CC=C(C=C3)C(F)(F)F)C1